7-(4-fluorobenzyl)-2-methyl-2,3-dihydro-1H-pyrido[2,3-b][1,4]oxazinecarboxamide FC1=CC=C(CC2=CC3=C(OCC(N3)(C(=O)N)C)N=C2)C=C1